COC(C1=CC(=NC(=C1)Cl)OCC1=CC=CC=C1)=O 2-(benzyloxy)-6-chloroisonicotinic acid methyl ester